CC1CCC2=C(NC1=O)C=NC=C2 3-methyl-1,3,4,5-tetrahydropyrido[3,4-b]azepin-2-one